CS(=O)(=O)OCCOCCOCC(=O)OCC 2-Ethyl 2-[2-(2-methylsulfonyloxyethoxy)ethoxy]acetate